C(C)(C)(C)OC(N[C@@H](CO)[C@@H](C)OCC1=CC=C(C=C1)Br)=O.C(C)(=O)OCCC[Si](OCC)(OCC)C gamma-acetoxypropyl-methyl-diethoxysilane tert-butyl-N-[(2S,3R)-3-[(4-bromophenyl)methoxy]-1-hydroxybutan-2-yl]carbamate